CN1C[C@@H](CC1)N (3R)-1-methyl-pyrrolidin-3-amine